1-[4-(trifluoromethyl)-2-pyridinyl]Ethanone FC(C1=CC(=NC=C1)C(C)=O)(F)F